O.[Ni].[Co] cobalt nickel water